manganese bislysine N[C@@H](CCCCN)C(=O)O.N[C@@H](CCCCN)C(=O)O.[Mn]